(R)-3-(1-Amino-3,3-difluoro-8-azaspiro[4.5]decan-8-yl)-6-((2,3-dichlorophenyl)thio)pyrazin-2(1H)-on N[C@@H]1CC(CC12CCN(CC2)C=2C(NC(=CN2)SC2=C(C(=CC=C2)Cl)Cl)=O)(F)F